NCC1(CCNCC1)O 4-(aminomethyl)piperidin-4-ol